4-[[(1R,3S)-3-aminocyclopentyl]amino]-N'-(2-chloro-5-fluoro-phenyl)-6-(6-methoxy-3-pyridyl)pyrrolo[1,2-b]pyridazine-3-carboxamidine formic acid salt C(=O)O.N[C@@H]1C[C@@H](CC1)NC=1C=2N(N=CC1C(=NC1=C(C=CC(=C1)F)Cl)N)C=C(C2)C=2C=NC(=CC2)OC